COC1=CC2=C(N=C(S2)B(O)O)C=C1 6-METHOXYBENZOTHIAZOLE-2-BORONIC ACID